C1(CC1)C(=N)N cyclopropanecarboxamidine